C(C=C)N(S(=O)(=O)C)C#CCCCCCl N-allyl-N-(6-chlorohexynyl)methanesulfonamide